secbutyl tert-butyl ketone C(C)(C)(C)C(=O)C(C)CC